The molecule is an ammonium ion that is the conjugate acid of tryptamine arising from protonation of the primary amino group; major species at pH 7.3. It has a role as a human metabolite, a mouse metabolite and a plant metabolite. It is a conjugate acid of a tryptamine. C1=CC=C2C(=C1)C(=CN2)CC[NH3+]